C(CCCC(=O)ON1C(CCC1=O)=O)(=O)ON1C(CCC1=O)=O disuccinimidyl glutarat